N-tert-butyl-2-({2-[4-(2-hydroxy-2-methylpropoxy)pyridin-2-yl]-5H,6H,7H-cyclopenta[d]pyrimidin-4-yl}((2H3)methyl)amino)acetamide C(C)(C)(C)NC(CN(C([2H])([2H])[2H])C=1C2=C(N=C(N1)C1=NC=CC(=C1)OCC(C)(C)O)CCC2)=O